FC1CCN(CC1)C(=O)C=1C=CC2=C(OCCN2C2=NC=CN=C2)C1 (4-fluoropiperidin-1-yl)(4-(pyrazin-2-yl)-3,4-dihydro-2H-benzo[b][1,4]oxazin-7-yl)methanone